C(#N)CC(=O)N1C[C@@H](CCC1)OC1=NC=C(C2=CC(=C(C=C12)OC(C)C)C(=O)N)C=1C=NN(C1)C1CCNCC1 (R)-1-((1-(2-cyanoacetyl)piperidin-3-yl)oxy)-7-isopropoxy-4-(1-(piperidin-4-yl)-1H-pyrazol-4-yl)isoquinoline-6-carboxamide